N1(CCC1)C=1C=C2C(C(N(C(C2=CC1)=O)CC1=NC=C(C=C1)C=1OC(=NN1)C(F)F)=O)(C)C 6-(azetidine-1-yl)-2-((5-(5-(difluoromethyl)-1,3,4-oxadiazole-2-yl)pyridine-2-yl)methyl)-4,4-dimethylisoquinoline-1,3(2H,4H)-dione